pyridine-6(5H)-carboxylate N=1C=CCCC1C(=O)[O-]